(S)-6-fluoro-5-(1-(2-fluorophenyl)ethyl)-3-((3-methoxybenzyl)amino)-4H-benzo[e][1,2,4]thiadiazine 1,1-dioxide FC=1C=CC2=C(NC(=NS2(=O)=O)NCC2=CC(=CC=C2)OC)C1[C@@H](C)C1=C(C=CC=C1)F